(S)-N-(8,9-Difluoro-6-oxo-1,4,5,6-tetrahydro-2H-pyrano[3,4-c]isoquinolin-1-yl)-N-methyl-4-(trifluoromethyl)benzamide FC=1C(=CC=2C3=C(NC(C2C1)=O)COC[C@H]3N(C(C3=CC=C(C=C3)C(F)(F)F)=O)C)F